1-Propyl-3-methylimidazole perchlorate Cl(=O)(=O)(=O)O.C(CC)N1CN(C=C1)C